C(C)N(CC)[Si](OC)(OC)OC (diethylamino)trimethoxysilane